6-[8-(difluoromethyl)-2-methyl-imidazo[1,2-B]pyridazin-6-yl]-2-(8-methyl-2,8-diazaspiro[4.5]dec-2-yl)-1,3-benzoxazole FC(C=1C=2N(N=C(C1)C1=CC3=C(N=C(O3)N3CC4(CC3)CCN(CC4)C)C=C1)C=C(N2)C)F